COC1=NN(C=C1C(=O)NC1=CC=CC(=N1)C1=NN=CN1C1CCN(CC1)C(=O)OC(C)(C)C)C tert-Butyl 4-(3-(6-(3-methoxy-1-methyl-1H-pyrazole-4-carboxamido)pyridin-2-yl)-4H-1,2,4-triazol-4-yl)piperidine-1-carboxylate